(R)-2-((S)-2-((tert-Butoxycarbonyl)(methyl)amino)-N,4-dimethylvaleramido)-3,3-dimethylbutyric acid C(C)(C)(C)OC(=O)N([C@H](C(=O)N(C)[C@@H](C(=O)O)C(C)(C)C)CC(C)C)C